2-(p-isobutylphenyl)propionic acid C(C(C)C)C1=CC=C(C=C1)C(C(=O)O)C